O=C1NC(CCC1NC1=CC(=C(C(=C1)F)N1CCN(CC1)CCCCCCCC(=O)O)F)=O 8-(4-(4-((2,6-dioxopiperidin-3-yl)amino)-2,6-difluorophenyl)piperazin-1-yl)octanoic acid